thieno[3,2-c]quinolin-4(5H)-one S1C=CC=2C(NC=3C=CC=CC3C21)=O